CN1C(C=2C3=C(C=CC2CC1)C(=CN3)S(=O)(=O)Cl)=O 8-methyl-9-oxo-6,7-dihydro-1H-pyrrolo[3,2-H]Isoquinoline-3-sulfonyl chloride